tert-Butyl (1R,5S,8s)-8-({5-[2-fluoro-5-(trifluoromethyl)phenoxy]-1-(propan-2-yl)-1H-1,2,4-triazol-3-yl}amino)-3-azabicyclo[3.2.1]octane-3-carboxylate FC1=C(OC2=NC(=NN2C(C)C)NC2[C@H]3CN(C[C@@H]2CC3)C(=O)OC(C)(C)C)C=C(C=C1)C(F)(F)F